methyl 7-methoxy-1-methyl-benzimidazole-5-carboxylate COC1=CC(=CC2=C1N(C=N2)C)C(=O)OC